FC=1C=C(C)C=CC1 3-fluorotoluene